NC=1C=C(C=C2C=C(N=CC12)NC(=O)[C@H]1[C@@H](C1)C#N)C=1C=NNC1 |r| (+-)-trans-N-[8-amino-6-(1H-pyrazol-4-yl)-3-isoquinolinyl]-2-cyano-cyclopropanecarboxamide